NC=1C=C(C(=C(C1)C1=C(C=2N=C(N=C(C2C=N1)N1CC(CCC1)CC#N)OC[C@]12CCCN2C[C@@H](C1)F)F)C(F)(F)F)Cl 2-(1-(7-(5-amino-3-chloro-2-(trifluoromethyl)phenyl)-8-fluoro-2-(((2R,7aS)-2-fluorotetrahydro-1H-pyrrolizin-7a(5H)-yl)methoxy)pyrido[4,3-d]pyrimidin-4-yl)piperidin-3-yl)acetonitrile